ethylenebis[tris(2-cyanoethyl)phosphonium bromide] C(C[P+](CCC#N)(CCC#N)CC[P+](CCC#N)(CCC#N)CCC#N)C#N.[Br-].[Br-]